3-(2-aminospiro[bicyclo[3.1.0]hexane-3,4'-piperidin]-1'-yl)-6-((2,3-dichlorophenyl)thio)pyrazin-2(1H)-one NC1C2CC2CC12CCN(CC2)C=2C(NC(=CN2)SC2=C(C(=CC=C2)Cl)Cl)=O